4-((6bR,10aS)-3-methyl-2,3,6b,9,10,10a-hexahydro-1H,7H-pyrido[3',4':4,5]pyrrolo[1,2,3-de]quinoxalin-8-yl)-1-(4-fluoro-phenyl)-butan-1-one 4-methylbenzenesulfonate CC1=CC=C(C=C1)S(=O)(=O)O.CN1CCN2C=3C(=CC=CC13)[C@H]1[C@@H]2CCN(C1)CCCC(=O)C1=CC=C(C=C1)F